5-(aminomethyl)-2-methyl-N-(1-(2-(1-methyl-1H-pyrazol-4-yl)-6-(5-(trifluoromethyl)thiophen-2-yl)pyridin-4-yl)ethyl)benzamide NCC=1C=CC(=C(C(=O)NC(C)C2=CC(=NC(=C2)C=2SC(=CC2)C(F)(F)F)C=2C=NN(C2)C)C1)C